(S)-4-fluoro-N-(1-oxo-3-phenyl-1-(4-(N-phenylsulfamoyl)phenylamino)propan-2-yl)benzamide FC1=CC=C(C(=O)N[C@H](C(NC2=CC=C(C=C2)S(NC2=CC=CC=C2)(=O)=O)=O)CC2=CC=CC=C2)C=C1